8-(8-(methoxymethyl)-2-(pyridin-4-yl)pyrido[3,4-d]pyrimidin-4-yl)-2,8-diazaspiro[4.5]decane-2-carboxylic acid tert-butyl ester C(C)(C)(C)OC(=O)N1CC2(CC1)CCN(CC2)C=2C1=C(N=C(N2)C2=CC=NC=C2)C(=NC=C1)COC